5-((3-(2,7-diazaspiro[3.5]non-7-yl)propyl)amino)-2-(2,6-dioxopiperidin-3-yl)isoindoline-1,3-dione C1NCC12CCN(CC2)CCCNC=2C=C1C(N(C(C1=CC2)=O)C2C(NC(CC2)=O)=O)=O